(S)-1-(4-(difluoromethyl)phenyl)ethyl 4-(6-(1-methyl-1H-pyrazol-4-yl)pyrazolo[1,5-a]pyridin-3-yl)piperazine-1-carboxylate CN1N=CC(=C1)C=1C=CC=2N(C1)N=CC2N2CCN(CC2)C(=O)O[C@@H](C)C2=CC=C(C=C2)C(F)F